N1C(=NC2=C1C=CC=C2)C2=CC(=NN2CC2=CC=C(C=C2)OC)NC(=O)C=2C=NC(=CC2)N2CCC(CC2)CO N-[5-(1H-benzimidazol-2-yl)-1-[(4-methoxyphenyl)methyl]pyrazol-3-yl]-6-[4-(hydroxymethyl)-1-piperidyl]pyridine-3-carboxamide